4-{2-[2-(5,7-dimethylquinoline-8-sulfonamido)phenyl]ethynyl}isoquinoline-1-carboxylic acid CC1=C2C=CC=NC2=C(C(=C1)C)S(=O)(=O)NC1=C(C=CC=C1)C#CC1=CN=C(C2=CC=CC=C12)C(=O)O